COC1=CC=C(C=C1)CN1N=CC=C1N1N=CC=2C1=NC(=CC2C2(C[C@H]1CC[C@@H](C2)O1)O)N1[C@@H](COCC1)C (1R,3r,5S)-3-(1-{1-[(4-methoxyphenyl)methyl]-1H-pyrazol-5-yl}-6-[(3R)-3-methylmorpholin-4-yl]-1H-pyrazolo[3,4-b]pyridin-4-yl)-8-oxabicyclo[3.2.1]octan-3-ol